3-bromo-1,1,3-trifluoro-2-(fluoromethyl)butene BrC(C(=C(F)F)CF)(C)F